(R)-5-[1-(2-Chloro-6-fluoro-phenyl)-piperidin-4-yl]-7-(2-cyclopropyl-benzyl)-2,4-dimethyl-2,4,5,7-tetrahydro-pyrazolo[3,4-d]pyrimidin-6-on ClC1=C(C(=CC=C1)F)N1CCC(CC1)N1C(N(C=2C([C@H]1C)=CN(N2)C)CC2=C(C=CC=C2)C2CC2)=O